2-(5-aminopyridazin-3-yl)propan-2-ol NC=1C=C(N=NC1)C(C)(C)O